C12OCC(CC1)(CC2)CO[C@@H]([C@@H](C(C)(O)C)N)C (3s,4r)-4-(2-oxabicyclo[2.2.2]oct-4-ylmethoxy)-3-amino-2-methylpentan-2-ol